5-(2-Fluoro-4-(1-methyl-1H-pyrazol-3-yl)benzyl)-N-((1S,2S)-2-hydroxycyclohexyl)-3-methyl-4-oxo-4,5-dihydro-3H-imidazo[4,5-c]pyridine-7-carboxamide FC1=C(CN2C(C3=C(C(=C2)C(=O)N[C@@H]2[C@H](CCCC2)O)N=CN3C)=O)C=CC(=C1)C1=NN(C=C1)C